FC(C(=O)NN1C(=NC2=CC=CC=C2C1=O)C(C)C)(C)C1=CC=CC=C1 2-Fluoro-N-(2-isopropyl-4-oxo-4H-quinazolin-3-yl)-2-phenyl-propionamide